(1-(((tert-butyldiphenylsilyl)oxy)methyl)-3,3-dimethoxycyclobutyl)methanol [Si](C1=CC=CC=C1)(C1=CC=CC=C1)(C(C)(C)C)OCC1(CC(C1)(OC)OC)CO